4-[4-(cyclopropylamino)-1-piperidyl]-2-methoxy-N-(6-methoxy-2-methyl-indazol-5-yl)-1,3-benzoxazole-7-carboxamide C1(CC1)NC1CCN(CC1)C1=CC=C(C2=C1N=C(O2)OC)C(=O)NC2=CC1=CN(N=C1C=C2OC)C